(S)-N-(2-fluoro-5-((2-(2-methylpiperidin-1-yl)ethyl)carbamoyl)phenyl)-2-(1-(2-hydroxyethyl)-1H-pyrazol-4-yl)-1H-pyrrolo[2,3-b]pyridine-5-carboxamide FC1=C(C=C(C=C1)C(NCCN1[C@H](CCCC1)C)=O)NC(=O)C=1C=C2C(=NC1)NC(=C2)C=2C=NN(C2)CCO